ClC=1C(=NC(=NC1)NC=1C=CC(=C(C1)NC(C)=O)N(C)CCN(C)C)C1=CNC2=C(C=CC=C12)OC N-(5-(5-chloro-4-(7-methoxy-1H-indol-3-yl)pyrimidin-2-ylamino)-2-((2-(dimethylamino)ethyl)(methyl)amino)phenyl)acetamide